5-(1H-indole-3-yl)-2-(3-nitrophenyl)oxazole-4-carboxylic acid N1C=C(C2=CC=CC=C12)C1=C(N=C(O1)C1=CC(=CC=C1)[N+](=O)[O-])C(=O)O